CN1N=CC2=CC(=C(C=C12)OC1=CC=C(C=C1)OCCOC1CCOCC1)C(=O)O 1-methyl-6-[4-(2-tetrahydropyran-4-yloxyethoxy)phenoxy]indazole-5-carboxylic acid